(2S,4R)-4-fluoro-1-[2-(2-methylpropoxy)pyridine-4-carbonyl]-N-[(S)-phenyl[4-(propan-2-yl)phenyl]methyl]pyrrolidine-2-carboxamide F[C@@H]1C[C@H](N(C1)C(=O)C1=CC(=NC=C1)OCC(C)C)C(=O)N[C@H](C1=CC=C(C=C1)C(C)C)C1=CC=CC=C1